C(C)(C)(C)OC(=O)N(CCCN([C@H](C(=O)O)C(C)C)C)C (S)-2-((3-((tert-butoxycarbonyl)(methyl)amino)propyl)(methyl)amino)-3-methylbutanoic acid